BrCC1=CC(=NO1)C 5-(bromomethyl)-3-methyl-1,2-oxazole